4-[7-(1-cyano-1-methyl-ethyl)imidazo[1,2-a]pyridin-3-yl]-2-(difluoromethoxy)-N-isobutyl-6-methoxy-benzamide C(#N)C(C)(C)C1=CC=2N(C=C1)C(=CN2)C2=CC(=C(C(=O)NCC(C)C)C(=C2)OC)OC(F)F